beta-ethyl crotonate C(\C=C\C)(=O)OCC